ClC1=C(C=C(C=C1)S(=O)(=O)NC(CN(C)C)C1=CC(=C(C=C1)Cl)Cl)F 4-chloro-N-(1-(3,4-dichlorophenyl)-2-(dimethylamino)ethyl)-3-fluorobenzenesulfonamide